Cl[Si](C)(C)C1C=C(C2=CC=3CCCC3C=C12)C(C)C Chloro(3-isopropyl-1,5,6,7-tetrahydro-s-indacen-1-yl)dimethylsilane